3-methyl-7-azaindole CC1=CNC2=NC=CC=C12